NC1=C(C=2C(=C3C=NN(C3=CC2)C)N1C1=C(C(=CC=C1C)O)C)C(=O)N R-2-amino-1-(3-hydroxy-2,6-dimethylphenyl)-6-methyl-1,6-dihydropyrrolo[2,3-e]indazole-3-carboxamide